NCCN1C[C@H](OCC1)CN(C(OC(C)(C)C)=O)C Tert-butyl N-[[(2S)-4-(2-aminoethyl) morpholin-2-yl]methyl]-N-methyl-carbamate